2,3,5,6-tetramethylene-1,4-diisocyanatobenzene C=C1C(C(C(C(C1=C)N=C=O)=C)=C)N=C=O